N1(CCOCC1)C1=CC=C(C=N1)S(=O)(=O)C1=CC=C(C=C1)CNC(=O)C=1C=CC=2N(C1)C=CN2 N-({4-[6-(morpholin-4-yl)pyridine-3-sulfonyl]phenyl}methyl)imidazo[1,2-a]pyridine-6-carboxamide